N-(4-methylheptyl)-bicyclo[2.2.1]Hept-5-ene-2,3-dicarboximide CC(CCCN1C(=O)C2C3C=CC(C2C1=O)C3)CCC